5-Methoxy-N-methyl-2-(trifluoromethyl)-N-(4-(trifluoromethyl)phenyl)-1H-imidazo[4,5-b]pyrazin-6-amin COC=1N=C2C(=NC1N(C1=CC=C(C=C1)C(F)(F)F)C)NC(=N2)C(F)(F)F